C(C1=CC=CC=C1)OC(=O)C1=CCCC1 cyclopent-1-ene-1-carboxylic acid benzyl ester